3-(Imidazo[1,2-b]pyridazin-3-ylethynyl)-N-(3-(4-(methoxymethoxy)phenyl)-1-methyl-1H-indol-6-yl)-4-methylbenzamide N=1C=C(N2N=CC=CC21)C#CC=2C=C(C(=O)NC1=CC=C3C(=CN(C3=C1)C)C1=CC=C(C=C1)OCOC)C=CC2C